(3R,4R)-1-BENZYL-N,4-DIMETHYLPIPERIDIN-3-AMIN C(C1=CC=CC=C1)N1C[C@@H]([C@@H](CC1)C)NC